tert-butyl (6-amino-9-(2-bromoethyl)-9H-purin-8-yl)methylcarbamate NC1=C2N=C(N(C2=NC=N1)CCBr)CNC(OC(C)(C)C)=O